6-methyl-1,3-benzothiazole CC1=CC2=C(N=CS2)C=C1